BrC1=C(C=C(C=C1)C1=NN=CO1)NCC1CCNCC1 5-(4-bromo-3-{[(piperidin-4-yl)methyl]amino}phenyl)-1,3,4-oxadiazol